C(C1=CC=CC=C1)OC=1C(=NN(C1C1=NN=C(N1CC1=CC=C(C=C1)OC)S)CCCO)C 3-[4-(benzyloxy)-5-{4-[(4-methoxyphenyl)methyl]-5-sulfanyl-4H-1,2,4-triazol-3-yl}-3-methyl-1H-pyrazol-1-yl]propan-1-ol